methyl (S)-3-(benzhydrylamino)-2-fluoropropionate C(C1=CC=CC=C1)(C1=CC=CC=C1)NC[C@@H](C(=O)OC)F